P(=O)([O-])([O-])O.[NH4+].[NH4+] ammonium mono(ammonium) phosphate